6-(tetrahydrofuran-3-yl)-1H-pyrazolo[3,4-d]pyrimidine O1CC(CC1)C1=NC=C2C(=N1)NN=C2